ClC1=CC=C2C(NC(N(C2=C1)C1=CC(=CC=C1)C(F)F)=O)NC 7-chloro-1-(3-(difluoromethyl)phenyl)-4-(methylamino)-3,4-dihydroquinazolin-2(1H)-one